(S)-2-((3-chloro-5-(3-((9-(ethanesulfonamido)-3-azaspiro[5.5]undecane-3-yl)methyl)pyrrolidin-1-yl)-1,2,4-triazin-6-yl)oxy)-N-ethyl-5-fluoro-N-isopropylbenzamide ClC=1N=NC(=C(N1)N1C[C@@H](CC1)CN1CCC2(CC1)CCC(CC2)NS(=O)(=O)CC)OC2=C(C(=O)N(C(C)C)CC)C=C(C=C2)F